1-ethylcyclopent-3-ene-1-carboxylic acid C(C)C1(CC=CC1)C(=O)O